2-(2-bromothiazol-5-yl)-5-(2-chloro-6-methylphenyl)-1,3,4-oxadiazole BrC=1SC(=CN1)C=1OC(=NN1)C1=C(C=CC=C1C)Cl